C(C)(=O)N1CCN(CC1)C1=C(N(C=2N(C1=O)N=C(N2)Br)CC(=O)NC2=CC=C(C=C2)C(F)(F)F)C 2-(6-(4-acetylpiperazin-1-yl)-2-bromo-5-methyl-7-oxo-[1,2,4]triazolo[1,5-a]pyrimidin-4(7H)-yl)-N-(4-(trifluoromethyl)phenyl)acetamide